C(CCCCC\C=C\CCCC)CC(=O)O.C(C)(=O)OCCCCCC\C=C\CCCC (E)-7-dodecen-1-yl acetate ((E)-7-dodecen-1-yl acetate)